BrC1=C(C=CC(=N1)NC(OC(C)(C)C)=O)F tert-butyl (6-bromo-5-fluoropyridin-2-yl)carbamate